CC1=CN(C(=O)NC1=O)[C@H]2C[C@@H]([C@H](O2)COP(=O)([O-])OP(=O)([O-])OP(=O)([O-])[O-])O The molecule is a 2'-deoxyribonucleoside 5'-triphosphate(4-) obtained by deprotonation of the triphosphate OH groups of dTTP; major species at pH 7.3. It has a role as a human metabolite. It is a conjugate base of a dTTP(3-).